N-(3-((5-(3-chloro-4-(trifluoromethyl)phenyl)-2-((1-methyl-1H-pyrazol-4-yl)amino)pyrimidin-4-yl)amino)-4-fluorophenyl)acrylamide ClC=1C=C(C=CC1C(F)(F)F)C=1C(=NC(=NC1)NC=1C=NN(C1)C)NC=1C=C(C=CC1F)NC(C=C)=O